ClC=1C(=C(C=C(C1)F)NC1=C(NC2=C1C(NCC2)=O)C2=C(C=NC=C2)OC[C@H]2N(CCC2)C(C=C)=O)OC 3-[(3-chloro-5-fluoro-2-methoxyphenyl)amino]-2-(3-{[(2S)-1-(prop-2-enoyl)pyrrolidin-2-yl]methoxy}pyridin-4-yl)-1H,5H,6H,7H-pyrrolo[3,2-c]pyridin-4-one